dinitroporphine Nickel (II) [Ni+2].[N+](=O)([O-])N1C=2C=CC1=CC=1C=CC(=CC3=CC=C(N3[N+](=O)[O-])C=C3C=CC(C2)=N3)N1